(1S,2S)-2-fluoro-N-(2-(4-methoxy-2-methylpyridin-3-yl)-1-methyl-1H-pyrrolo[2,3-c]pyridin-5-yl)cyclopropane-1-carboxamide F[C@@H]1[C@@H](C1)C(=O)NC=1C=C2C(=CN1)N(C(=C2)C=2C(=NC=CC2OC)C)C